C(C)(=O)OC=1C(=NC=CC1OC)C(=O)N[C@@H](C)C(=O)O N-[[3-(acetyloxy)-4-methoxy-2-pyridinyl]carbonyl]-L-alanine